N1,N1-diphenyl-benzene-1,3-diamine C1(=CC=CC=C1)N(C1=CC(=CC=C1)N)C1=CC=CC=C1